ClC1=C(C=CC(=C1)F)C(=O)N1C[C@@H]2CC[C@H](C1)N2C2=CC(=CC=1N2C=NC1)S(=O)(=O)N1CCC(CC1)C1=CC=CC=C1 (2-chloro-4-fluoro-phenyl)-[(1S,5R)-8-[7-[(4-phenyl-1-piperidyl)sulfonyl]imidazo[1,5-a]pyridin-5-yl]-3,8-diazabicyclo[3.2.1]octan-3-yl]methanone